hexadecapropylcyclooctasiloxane C(CC)[Si]1(O[Si](O[Si](O[Si](O[Si](O[Si](O[Si](O[Si](O1)(CCC)CCC)(CCC)CCC)(CCC)CCC)(CCC)CCC)(CCC)CCC)(CCC)CCC)(CCC)CCC)CCC